3-({[(4R)-7-[2-(trifluoromethyl)phenyl]-3,4-dihydro-2H-1-benzopyran-4-yl]methyl}amino)pyridine-4-carboxylic acid FC(C1=C(C=CC=C1)C1=CC2=C([C@@H](CCO2)CNC=2C=NC=CC2C(=O)O)C=C1)(F)F